ClC=1C=C2C=CC(=NC2=CC1)C(=O)NC1CCN(CC1)CC(COC1=CC(=C(C=C1)Cl)F)O 6-chloro-N-(1-(3-(4-chloro-3-fluorophenoxy)-2-hydroxypropyl)piperidin-4-yl)quinoline-2-carboxamide